isopropyl 2,3-dihydroxy-α-cyanocinnamate OC1=C(C=C(C(=O)OC(C)C)C#N)C=CC=C1O